C(C)OC(=O)C1=CN(C2=NC(=CC(=C2C1=O)C)Cl)C=1SC=C(N1)C(F)(F)F 7-chloro-1-[4-(trifluoromethyl)-1,3-thiazol-2-yl]-5-methyl-4-oxo-1,4-dihydro-1,8-naphthyridine-3-carboxylic acid ethyl ester